CC1=C(C=CC=C1)NC(C1=C(C=CC=C1)OC(C)CCC)=O N-(2-methylphenyl)-2-(pentan-2-yloxy)benzamide